1'-(IMIDAZO[1,2-C]PYRIMIDIN-5-YL)-5,7-DIHYDROSPIRO[CYCLOPENTA[B]PYRIDIN-6,4'-PIPERIDIN]-5-AMIN N=1C=CN2C(=NC=CC21)N2CCC1(CC2)C(C=2C(=NC=CC2)C1)N